1-({3,4-difluoro-2-[(2-fluoro-4-iodophenyl)amino]phenyl}carbonyl)-3-[(1H-imidazol-2-ylamino)methyl]azetidin-3-ol FC=1C(=C(C=CC1F)C(=O)N1CC(C1)(O)CNC=1NC=CN1)NC1=C(C=C(C=C1)I)F